N-[3-chloro-4-[4-[2-(3-hydroxyazetidin-3-yl)acetyl]piperazine-1-carbonyl]phenyl]-5-(2,3-difluoro-4-methoxy-phenyl)-1-methyl-imidazole-2-carboxamide ClC=1C=C(C=CC1C(=O)N1CCN(CC1)C(CC1(CNC1)O)=O)NC(=O)C=1N(C(=CN1)C1=C(C(=C(C=C1)OC)F)F)C